diisopropylhexane C(C)(C)C(CCCCC)C(C)C